NC1=NC(=C(C(=C1C#N)C1=CC(=CC=C1)C1=CSC=C1)C#N)N1CCCCC1 2-Amino-6-(piperidin-1-yl)-4-(3-(thiophen-3-yl)phenyl)pyridine-3,5-dinitrile